6-(2-Isopropylphenyl)-N-[(2-oxo-1H-pyridin-3-yl)sulfonyl]-2-[(4S)-2,2,4-trimethylpyrrolidin-1-yl]pyridin-3-carboxamid C(C)(C)C1=C(C=CC=C1)C1=CC=C(C(=N1)N1C(C[C@@H](C1)C)(C)C)C(=O)NS(=O)(=O)C=1C(NC=CC1)=O